(5R,8R,9S,10S,13R,14S,17R)-3-hydroxy-3,10,13-trimethylhexadecane OC(CC)(CCCCCC[C@@H](CC[C@@H](CCC)C)C)C